O[C@@H]1[C@H](O[C@@H]([C@H]([C@@H]1O)O)CO)C#CC1=C(C2=C(C=C1)C1=CC=C(C=C1C21CCNCC1)C#C[C@H]1O[C@@H]([C@H]([C@@H]([C@@H]1O)O)O)CO)C(=O)OC(C)(C)C tert-Butyl 2,7-bis[2-[(2R,3S,4R,5S,6R)-3,4,5-trihydroxy-6-(hydroxymethyl)tetrahydropyran-2-yl]ethynyl]spiro[fluorene-9,4-piperidine]-1-carboxylate